COC1=C(C=CC=C1[N+](=O)[O-])C=1OC=NN1 2-(2-Methoxy-3-nitrophenyl)-1,3,4-oxadiazole